thiazine-6-carbonitrile S1NC=CC=C1C#N